8-(6-methoxypyridin-3-yl)-1-(naphthalen-1-yl)-1,5-dihydro-4H-[1,2,3]triazolo[4,5-c]quinolin-4-one COC1=CC=C(C=N1)C1=CC=2C3=C(C(NC2C=C1)=O)N=NN3C3=CC=CC1=CC=CC=C31